FC(C1(NN=CC=C1)C1=CC=C(C=C1)CC(=O)O)(F)F 2-(4-(3-(trifluoromethyl)-3H-diazin-3-yl)phenyl)acetic acid